4-(Perfluorobutyl)-2-butanone FC(C(C(C(F)(F)F)(F)F)(F)F)(CCC(C)=O)F